C(C1=CN=CC=C1)(=O)OC1=C(C(=CC(=C1)Cl)C=NC1=CC=C(C=C1)CN(CC)CC)OC(C(C)C)=O 5-chloro-3-((4-((dieth-ylamino)methyl)phenylimino)methyl)-2-(isobutyryloxy)phenyl nicotinate